tert-butyl 3-amino-3-hydroxyazetidine-1-carboxylate NC1(CN(C1)C(=O)OC(C)(C)C)O